C(=O)(O)C=1C=C(OC=2C(=C3C(C(=O)OC3=O)=CC2)OC2=CC(=C(C=C2)C(=O)O)C(=O)O)C=CC1C(=O)O bis(3,4-dicarboxyphenoxy)phthalic anhydride